2,4-bis(trifluoromethyl)benzyl-amine FC(C1=C(CN)C=CC(=C1)C(F)(F)F)(F)F